C(C)(C)(C)OC(=O)N1C[C@H](OC2=C(C=C3C=CC=NC3=C2)C1)CC (R)-2-ethyl-2,3-dihydro-[1,4]oxazepino[6,7-g]quinoline-4(5H)-carboxylic acid tert-butyl ester